2-((((S)-1-methylpyrrolidin-2-yl)methoxy)-5,6,7,8-tetrahydropyrido[3,4-d]pyrimidin-4-yl)piperazine-1-carboxylic acid CN1[C@@H](CCC1)COC=1N=C(C2=C(N1)CNCC2)C2N(CCNC2)C(=O)O